(S)-2-(((benzyloxy)carbonyl)amino)-4-((2-(methylsulfonyl)ethyl)(4-(5,6,7,8-tetrahydro-1,8-naphthyridin-2-yl)butyl)amino)butanoic acid hydrochloride Cl.C(C1=CC=CC=C1)OC(=O)N[C@H](C(=O)O)CCN(CCCCC1=NC=2NCCCC2C=C1)CCS(=O)(=O)C